C(CCCCCCCCCCC)OC1=C(C=CC=C1)S(=O)(=O)[O-] dodecyloxybenzenesulfonate